C(C\C=C/CC)[Mg]Br (3Z)-3-hexenyl-magnesium bromide